6-(imidazo[1,2-a]pyridine-3-carbonyl)-N-(4-(trifluoromethyl)pyrimidin-2-yl)-4,5,6,7-tetrahydrothieno[2,3-c]pyridine-3-carboxamide N=1C=C(N2C1C=CC=C2)C(=O)N2CC1=C(CC2)C(=CS1)C(=O)NC1=NC=CC(=N1)C(F)(F)F